C(N)(OCCC(N(C(CO)=O)[C@H](C(C)(C)C)C=1N(C=C(N1)C1=C(C=CC(=C1)F)F)CC1=CC(=CC=C1)N)C(C)(C)C)=O tert-Butyl-{3-[{(1R)-1-[1-(3-aminobenzyl)-4-(2,5-difluorophenyl)-1H-imidazol-2-yl]-2,2-dimethylpropyl} (glycoloyl)amino]propyl} carbamat